C(C)N1N=CC(=C1)C1=NN2C(O[C@H](CC2)C)=C1C(=O)O (5S)-2-(1-Ethylpyrazol-4-yl)-5-methyl-6,7-dihydro-5H-pyrazolo[5,1-b][1,3]oxazine-3-carboxylic acid